FC=1C(=C(C=CC1F)[C@H]1[C@@H](O[C@]([C@H]1C)(C(F)(F)F)C)C(=O)NC1=CC(=NC=C1)C(=O)N)C |r| Rac-(2r,3s,4s,5r)-4-[[3-(3,4-difluoro-2-methyl-phenyl)-4,5-dimethyl-5-(trifluoromethyl)tetrahydrofuran-2-carbonyl]amino]pyridine-2-carboxamide